NC=1C(=NC=C(C1)C(F)(F)F)O 3-amino-5-(trifluoromethyl)pyridin-2-ol